FC(C1=CC=C(N=N1)N1CC2CCC(C1)C2)(F)F 3-(6-trifluoromethyl-pyridazin-3-yl)-3-azabicyclo[3.2.1]octane